FC1CC(CC1O)C(=O)[O-] 3-fluoro-4-hydroxycyclopentane-1-carboxylate